methyl 7-bromo-1H-benzo[d]imidazole-2-carboxylate BrC1=CC=CC2=C1NC(=N2)C(=O)OC